CN1C(=NC2=C(C1=O)SC(C2)C)SCC(=O)N 2-[(3,4,6,7-tetrahydro-3,6-dimethyl-4-oxothieno[3,2-d]pyrimidin-2-yl)thio]acetamide